4-{6-[bis(tert-butyloxycarbonyl)amino]-2-chloro-9H-purin-9-yl}cyclohexanecarboxylic acid C(C)(C)(C)OC(=O)N(C1=C2N=CN(C2=NC(=N1)Cl)C1CCC(CC1)C(=O)O)C(=O)OC(C)(C)C